NC1=C2N=CN(C2=NC=N1)C[C@@H](C)OCP(OCCCSCCCCCCCCCCCC#CC=1SC=CC1)(O)=O 3-((13-(thiophen-2-yl)tridec-12-yn-1-yl)thio)propyl hydrogen ((((R)-1-(6-amino-9H-purin-9-yl)propan-2-yl)oxy)methyl)phosphonate